F[C@H]1C[C@H](N2N=C(N=C21)C(=O)N(CC(F)(F)F)CCOC)C2=CC=CC=C2 |r| rac-(5S,7S)-7-fluoro-N-(2-methoxyethyl)-5-phenyl-N-(2,2,2-trifluoroethyl)-6,7-dihydro-5H-pyrrolo[1,2-b][1,2,4]triazole-2-carboxamide